C(C)(=O)OC1COC(=C(C1=O)OC(C)=O)C 2,3-dihydro-3,5-diacetyloxy-6-methyl-4H-pyran-4-one